N[C@@H]1[C@@H](OCC12CCN(CC2)C2=C(C(N(C(=N2)C)C2=C(C(=NC=C2)Cl)Cl)=O)Cl)C 6-((3S,4S)-4-amino-3-methyl-2-oxa-8-azaspiro[4.5]decan-8-yl)-5-chloro-3-(2,3-dichloropyridin-4-yl)-2-methylpyrimidin-4(3H)-one